5-(5-chloro-2-(isopropylamino)pyridin-4-yl)-N-(3-fluoro-2-(hydroxymethyl)benzyl)thiazole-2-carboxamide ClC=1C(=CC(=NC1)NC(C)C)C1=CN=C(S1)C(=O)NCC1=C(C(=CC=C1)F)CO